2-hexyldecyl 6-(8-bromo-N-octyloctanamido)hexanoate BrCCCCCCCC(=O)N(CCCCCCCC)CCCCCC(=O)OCC(CCCCCCCC)CCCCCC